octanyl butyrate C(CCC)(=O)OCCCCCCCC